Trans-(4R)-4-amino-1-[4-[4-[6-chloro-4-[[4-cis-(3,5-diaminopiperidine-1-carbonyl)cyclohexyl]-difluoro-methyl]-2-pyridyl]piperazin-1-yl]sulfonylphenyl]pyrrolidin-2-one N[C@@H]1CC(N(C1)C1=CC=C(C=C1)S(=O)(=O)N1CCN(CC1)C1=NC(=CC(=C1)C(F)(F)C1(CCCCC1)C(=O)N1C[C@H](C[C@@H](C1)N)N)Cl)=O